1,3-bis(N,N'-dibenzylthiocarbamoyl-dithio)propane C(C1=CC=CC=C1)N(C(=S)SSCCCSSC(N(CC1=CC=CC=C1)CC1=CC=CC=C1)=S)CC1=CC=CC=C1